Cl.NC[C@]1(C(NC(N1)=O)=O)C1=NC=CN=C1 |r| rac-5-(aminomethyl)-5-(pyrazin-2-yl)imidazolidine-2,4-dione hydrochloride